3-((tert-butoxycarbonyl)amino)-3-(cyclopropylcarbamoyl)pyrrolidin C(C)(C)(C)OC(=O)NC1(CNCC1)C(NC1CC1)=O